(-)-6-{[trans,trans-4-(4-methoxyphenyl)-2-methyl-1-[2-(1H-pyrrol-1-yl)ethyl]piperidin-3-yl]methoxy}-2,3-dihydro-1H-isoindol-1-one COC1=CC=C(C=C1)C1C(C(N(CC1)CCN1C=CC=C1)C)COC1=CC=C2CNC(C2=C1)=O